[Cl-].C[P+](CC(C)O)(C)C trimethyl-(2-hydroxypropyl)phosphonium chloride